3-({[(4R)-7-[(3-chlorophenyl)(methyl)amino]-3,4-dihydro-2H-1-benzopyran-4-yl]methyl}amino)pyridine-4-carboxylic acid ClC=1C=C(C=CC1)N(C1=CC2=C([C@@H](CCO2)CNC=2C=NC=CC2C(=O)O)C=C1)C